BrC1=C2C=CNC2=CC(=C1OC=1C=NC=C(C#N)C1)F 5-((4-bromo-6-fluoro-1H-indol-5-yl)oxy)nicotinonitrile